ClC=1C(=CC(=NC1)C=1C=C2CN(C(C2=CC1)=O)C1C(NC(CC1)=O)=O)CN1CC(C1)C1=CC(=C(C=C1)F)F 3-(5-(5-chloro-4-((3-(3,4-difluorophenyl)azetidin-1-yl)methyl)pyridin-2-yl)-1-oxoisoindolin-2-yl)piperidine-2,6-dione